benzyl (S)-5-((diethoxyphosphoryl)fluoromethyl)benzo[b]thiophene-2-carboxylate C(C)OP(=O)(OCC)[C@@H](C1=CC2=C(SC(=C2)C(=O)OCC2=CC=CC=C2)C=C1)F